COC1=CC=C2C(=N1)C1(C(N2)=O)CCC(CC1)=O 5'-methoxy-4H-spiro[cyclohexane-1,3'-pyrrolo[3,2-b]pyridine]-2',4(1'H)-dione